C1(CC1)OC=1C=C(C(=O)O)C=CC1N(C(CN(S(=O)(=O)C1=C(C(=C(C(=C1F)F)F)F)F)CC1=NC=CC=C1C(F)(F)F)=O)CC1=CC(=CC=C1)N1CCCC1 3-cyclopropoxy-4-(2-(N-((3-(trifluoromethyl)pyridin-2-yl)methyl)-(2,3,4,5,6-pentafluoro-phenyl)sulfonamido)-N-(3-(pyrrolidin-1-yl)benzyl)acetamido)benzoic acid